N-(2-Chloro-6-methylpyrimidin-4-yl)-4-(methylsulfonyl)-2-(6-azaspiro[2.5]octan-6-yl)benzamide ClC1=NC(=CC(=N1)NC(C1=C(C=C(C=C1)S(=O)(=O)C)N1CCC2(CC2)CC1)=O)C